mono-dodecylether C(CCCCCCCCCCC)OCCCCCCCCCCCC